ClC=1C=C(C=CC1F)C(C=1NC(=C(N1)C)CNS(=O)(=O)C)C1=CC(=C(C=C1)F)Cl N-((2-(bis(3-chloro-4-fluorophenyl)methyl)-4-methyl-1H-imidazol-5-yl)methyl)methanesulfonamide